2,4,6-trimethoxybenzoyl-diphenyl-phosphine oxide COC1=C(C(=O)P(C2=CC=CC=C2)(C2=CC=CC=C2)=O)C(=CC(=C1)OC)OC